C(C)[C@H]1SC[C@@H](N1)C(=O)O |&1:2| (4S,2rs)-2-ethyl-4-thiazolidine-carboxylic acid